(E)-N-(3,5-dimethylphenyl)-2-(((4-iodo-3-(iodomethyl)-3-methylbut-2-ylidene)amino)oxy)acetamide CC=1C=C(C=C(C1)C)NC(CO/N=C(\C)/C(CI)(C)CI)=O